C1(CC1)C1=C(C(=NO1)C1=C(C=CC=C1)OC(F)(F)F)COC1CCN(CC1)C1=NC=C(C#N)C=C1 6-(4-((5-cyclopropyl-3-(2-(trifluoromethoxy)phenyl)isoxazol-4-yl)methoxy)piperidin-1-yl)nicotinonitrile